(S)-N-(2-chloro-3-(hydroxymethyl)-benzyl)-1-(5-methyl-2-((tetrahydrofuran-3-yl)amino)-pyrimidin-4-yl)-1H-imidazole-4-carboxamide ClC1=C(CNC(=O)C=2N=CN(C2)C2=NC(=NC=C2C)N[C@@H]2COCC2)C=CC=C1CO